C(C)OC(=O)C1=NN(C(=C1N)C1CCC(CC1)OC)C 4-amino-5-((1s,4s)-4-methoxycyclohexyl)-1-methyl-1H-pyrazole-3-carboxylic acid ethyl ester